COC=1C=C(C=CC1OC)C1=C(NC2=CN=C(C=C21)C2=CC=C(C=C2)N2CCN(CC2)C(C)C)C 3-(3,4-Dimethoxyphenyl)-5-(4-(4-isopropylpiperazin-1-yl)phenyl)-2-methyl-1H-pyrrolo[2,3-c]pyridine